C(C)(C)(C)OC(=O)N1[C@@H](CCC1)C=1C=C(C=C2CCN(CC12)C(=O)C1=CC(=NN1C)C1CC1)C=1C=C2C(=NC1)NC=C2C (S)-2-[2-(3-cyclopropyl-1-methyl-1H-pyrazole-5-carbonyl)-6-(3-methyl-1H-pyrrolo[2,3-b]pyridin-5-yl)-1,2,3,4-tetrahydroisoquinoline-8-yl]pyrrolidine-1-carboxylic acid tert-butyl ester